COCCNC(=O)C1=CC2=C(N3C=4C=CC=CC4N=C13)N=C(C=C2C)N2CC(NC(C2)C)C 2-(3,5-Dimethyl-piperazin-1-yl)-4-methyl-1,7,11b-triaza-benzo[c]fluorene-6-carboxylic acid (2-methoxy-ethyl)-amide